S-(o-nitrothiophenyl)-L-cysteine [N+](=O)([O-])SC1=C(C=CC=C1)SC[C@H](N)C(=O)O